Threonate O=C([C@@H](O)[C@H](O)CO)[O-]